6-(((1S,3S)-3-((5-cyclopropylpyrimidin-2-yl)amino)cyclopentylamino)pyridin-3-yl)-6,7-dihydro-5H-pyrrolo[3,4-b]pyridin-5-one C1(CC1)C=1C=NC(=NC1)N[C@@H]1C[C@H](CC1)NC1=NC=CC=C1N1CC2=NC=CC=C2C1=O